COC1(CC2(C1)CC(N(CC2)C(=O)OC(C)(C)C)C2=CC=C(C=C2)C(=O)OC)OC tert-butyl 2,2-dimethoxy-6-(4-(methoxycarbonyl) phenyl)-7-azaspiro[3.5]nonane-7-carboxylate